[N+](=O)(OC(C)CCCCCC)[O-] sec-octyl nitrate